tert-butyl 3-[6-(2-cyano-3,6-difluoro-phenoxy)-4-oxo-quinazolin-3-yl]-1-oxa-8-azaspiro[4.5]decane-8-carboxylate C(#N)C1=C(OC=2C=C3C(N(C=NC3=CC2)C2COC3(C2)CCN(CC3)C(=O)OC(C)(C)C)=O)C(=CC=C1F)F